2-methyl-4-(trifluoromethyl)-1,3-thiazole-5-carboxamide CC=1SC(=C(N1)C(F)(F)F)C(=O)N